α,α'-Bis-(4-hydroxyphenyl)-p-diisopropylbenzol OC1=CC=C(C=C1)C(C)(C)C1=CC=C(C=C1)C(C)(C)C1=CC=C(C=C1)O